C(C)(C)(C)[S@@](=O)N[C@@H](CC(=O)OCC)C=1C=C(C=C(C1F)C)C1=C(C(=CC=C1C#N)C)C ethyl (S)-3-(((R)-tert-butylsulfinyl)amino)-3-(6'-cyano-4-fluoro-2',3',5-trimethyl-[1,1'-biphenyl]-3-yl)propanoate